3-(5-(1'-(4-(4-amino-3-(4-phenoxyphenyl)-1H-pyrazolo[3,4-d]pyrimidin-1-yl)piperidine-1-carbonyl)-[1,4'-bipiperidin]-4-yl)-1-oxoisoindolin-2-yl)piperidine-2,6-dione NC1=C2C(=NC=N1)N(N=C2C2=CC=C(C=C2)OC2=CC=CC=C2)C2CCN(CC2)C(=O)N2CCC(CC2)N2CCC(CC2)C=2C=C1CN(C(C1=CC2)=O)C2C(NC(CC2)=O)=O